F[C@H]1CN(CC[C@H]1O)C(=O)OC(C)(C)C tert-butyl (3S,4R)-3-fluoro-4-hydroxypiperidine-1-carboxylate